2-(6-chloro-4-iodo-1H-pyrazolo[3,4-b]pyridin-3-yl)isoindoline-1,3-dione ClC1=CC(=C2C(=N1)NN=C2N2C(C1=CC=CC=C1C2=O)=O)I